1-{5-[(R)-(1,3-dimethyl-azetidin-3-yl)-hydroxy-(4-isopropyl-phenyl)-methyl]-pyridazin-3-yl}-3-(2-methoxy-ethyl)-pyrrolidin-2-one CN1CC(C1)(C)[C@@](C=1C=C(N=NC1)N1C(C(CC1)CCOC)=O)(C1=CC=C(C=C1)C(C)C)O